FC=1C(=NC=C(C1)C=1N=COC1)N1CCC2(C(N3[C@H](O2)CC[C@H]3C3=CC=CC=C3)=O)CC1 (5'S,7a'R)-1-[3-fluoro-5-(1,3-oxazol-4-yl)pyridin-2-yl]-5'-phenyltetrahydro-3'H-spiro[piperidine-4,2'-pyrrolo[2,1-b][1,3]oxazol]-3'-one